N'-(1-phenylethyl)-N'-(2-pyridylmethyl)oxamide C1(=CC=CC=C1)C(C)N(C(C(N)=O)=O)CC1=NC=CC=C1